(1R,3S,4R)-2-((3-chloro-2-methylphenyl)glycyl)-5,5-difluoro-N-((S,Z)-4-fluoro-4-(methylsulfonyl)-1-((R)-2-oxopyrrolidin-3-yl)but-3-en-2-yl)-2-azabicyclo[2.2.2]octane-3-carboxamide ClC=1C(=C(C=CC1)NCC(=O)N1[C@H]2CC([C@@H]([C@H]1C(=O)N[C@@H](C[C@@H]1C(NCC1)=O)\C=C(/S(=O)(=O)C)\F)CC2)(F)F)C